biphenyltrimesoyl chloride tert-butyl-N-[1-(8-bromocinnolin-5-yl)piperidin-4-yl]-N-cyclopropylcarbamate C(C)(C)(C)OC(N(C1CC1)C1CCN(CC1)C1=C2C=CN=NC2=C(C=C1)Br)=O.C=1(C(=CC=CC1)C1=C(C=C(C=C1C(=O)Cl)C(=O)Cl)C(=O)Cl)C1=CC=CC=C1